BrC1=CC=2N=C(N=C(C2N=C1)N1C[C@@H](N(CC1)C(=O)O)CC#N)Cl (S)-4-(7-Bromo-2-chloropyrido[3,2-d]pyrimidin-4-yl)-2-(cyanomethyl)piperazine-1-carboxylic acid